5-ethynyl-6-fluoro-4-(8-fluoro-2-(((2R,7aS)-2-fluorotetrahydro-1H-pyrrolizin-7a(5H)-yl)methoxy)-4-((1-(methoxymethyl)cyclopropyl)amino)pyrido[4,3-d]pyrimidin-7-yl)naphthalen-2-ol C(#C)C1=C2C(=CC(=CC2=CC=C1F)O)C1=C(C=2N=C(N=C(C2C=N1)NC1(CC1)COC)OC[C@]12CCCN2C[C@@H](C1)F)F